(3-hydroxy-2-methylphenyl)boronic acid OC=1C(=C(C=CC1)B(O)O)C